C(CCC)C(C(=O)O)C(=O)O butylmalonic acid